FC1=CC=C(C(=O)N2C(C=3N(CC2)C(=NC3N3C(CCC3)=O)C3=NC(=NS3)[C@H](C)O)C)C=C1 1-(7-(4-fluorobenzoyl)-3-(3-((S)-1-hydroxyethyl)-1,2,4-thiadiazol-5-yl)-8-methyl-5,6,7,8-tetrahydroimidazo[1,5-a]pyrazin-1-yl)pyrrolidin-2-one